FC(C1=CC=C(CN2CCC3(CN(C3)C(=O)OC(C(F)(F)F)C(F)(F)F)CC2)C=C1)(F)F 1,1,1,3,3,3-Hexafluoropropan-2-yl 7-(4-(trifluoromethyl)benzyl)-2,7-diazaspiro[3.5]nonane-2-carboxylate